2-((1-((dimethylamino)methyl)cyclopropyl)methoxy)-5,8-dihydropyrido[3,4-d]pyrimidine-7(6H)-Carboxylate CN(C)CC1(CC1)COC=1N=CC2=C(N1)CN(CC2)C(=O)[O-]